4-chloro-5-iodo-7-(2-trimethylsilanyl-ethoxymethyl)-7H-pyrrolo[2,3-d]Pyrimidine ClC=1C2=C(N=CN1)N(C=C2I)COCC[Si](C)(C)C